tert-butyl 4-(2-(1,3-dimethylpyrrolo[1,2-a]pyrazin-7-yl)-4-oxo-4H-pyrido[1,2-a]pyrimidin-7-yl)-5,6-dihydropyridine-1(2H)-carboxylate CC=1C=2N(C=C(N1)C)C=C(C2)C=2N=C1N(C(C2)=O)C=C(C=C1)C1=CCN(CC1)C(=O)OC(C)(C)C